calcium (4Z)-4-[(4-methyl-2-sulfonatophenyl)hydrazono]-3-oxo-2-naphthalenecarboxylate CC1=CC(=C(C=C1)N\N=C\1/C(C(=CC2=CC=CC=C12)C(=O)[O-])=O)S(=O)(=O)[O-].[Ca+2]